NC=1N=CC2=C(N1)N(C=C2)C=2C=CC(=C(C2)C#CC(C)(O)C=2SC=CN2)OCCN(C)C 4-(5-(2-amino-7H-pyrrolo[2,3-d]pyrimidin-7-yl)-2-(2-(dimethylamino)ethoxy)phenyl)-2-(thiazol-2-yl)-but-3-yn-2-ol